COC1=CC=C(CN2C(C3=CC=CC(=C3C2=O)C)=O)C=C1 2-(4-methoxybenzyl)-4-methylisoindoline-1,3-dione